6-ethylthio-1-(2,4,5-trifluoro-benzyl)-1,3,5-triazine-2,4(1H,3H)-dione C(C)SC1=NC(NC(N1CC1=C(C=C(C(=C1)F)F)F)=O)=O